3-fluoro-4-methyl-5-nitrobenzohydrazide FC=1C=C(C(=O)NN)C=C(C1C)[N+](=O)[O-]